C(=O)C1=CC=C(C2=CC=CC=C12)C(=O)NCC(NCC(F)(F)F)=O 4-formyl-N-[2-oxo-2-(2,2,2-trifluoroethylamino)ethyl]naphthalene-1-carboxamide